NC=1C=C(C(=C(C(=O)NCC(CC)(F)F)C1)Cl)F 5-amino-2-chloro-N-(2,2-difluorobutyl)-3-fluorobenzamide